N-cyclopentyl-3-((4-((6,7-dimethoxyquinolin-4-yl)oxy)-3-fluorophenyl)amino)-1-methyl-1H-pyrazole-4-carboxamide C1(CCCC1)NC(=O)C=1C(=NN(C1)C)NC1=CC(=C(C=C1)OC1=CC=NC2=CC(=C(C=C12)OC)OC)F